NCCCOC1=NC=CC(=C1C1=CC(=NN1)NC=1N=CC(=NC1)C#N)OC 5-({5-[2-(3-aminopropoxy)-4-methoxypyridin-3-yl]-1H-pyrazole-3-yl}amino)pyrazine-2-carbonitrile